(S)-2-[(5-chloro-3-cyano-4,6-dimethylpyridin-2-yl)amino]-3-(4-hydroxyphenyl)propanoic acid ClC=1C(=C(C(=NC1C)N[C@H](C(=O)O)CC1=CC=C(C=C1)O)C#N)C